O1C=CC=2C1=CC1=C(C=CC(O1)=O)C2 7H-furo[3,2-g][1]benzopyran-7-one